NC1=NC=CC=C1C1=NC=2C(=NC(=CC2)C2=CC=CC=C2)N1C1=CC=C(CN2CC3(CN(C3)C(=O)C3=CC(=C(C=O)C=C3)O)C2)C=C1 4-(6-(4-(2-(2-Aminopyridin-3-yl)-5-phenyl-3H-imidazo[4,5-b]pyridin-3-yl)benzyl)-2,6-diazaspiro[3.3]heptane-2-carbonyl)-2-hydroxybenzaldehyde